COC([C@H](CC1=CC=C(C=C1)OC)NC([C@H](C)N=[N+]=[N-])=O)=O (S)-2-((S)-2-azidopropionamido)-3-(4-methoxyphenyl)propanoic acid methyl ester